C1C(CC12CCC2)NC(=O)NCC2=CC(=CC=C2)C(F)(F)F 1-Spiro[3.3]hept-2-yl-3-(3-trifluoromethyl-benzyl)-urea